5-(4-fluorophenyl)-6-isopropyl-9-methyl-1H-pyrazolo[4,3-g]Quinolin-7-ol FC1=CC=C(C=C1)C1=C(C(=NC2=C(C3=C(C=C12)C=NN3)C)O)C(C)C